N-(2-(3-(4-cyano-3-(trifluoromethyl)phenyl)-5,5-dimethyl-4-oxo-2-thioxoimidazolidin-1-yl)ethyl)-2-fluoro-5-((4-oxo-3,4-dihydrophthalazin-1-yl)methyl)benzamide C(#N)C1=C(C=C(C=C1)N1C(N(C(C1=O)(C)C)CCNC(C1=C(C=CC(=C1)CC1=NNC(C2=CC=CC=C12)=O)F)=O)=S)C(F)(F)F